O=C1N(CCN1)CCNC(=O)C1=CC2=C(N=CN2)C=C1 benzoimidazole-5-carboxylic acid [2-(2-oxo-imidazolidin-1-yl)-ethyl]-amide